3-(3,4-dichlorophenyl)-5-(2-(3-fluoro-3-methylazetidin-1-yl)-2-oxoethyl)-1-(1-methyl-1H-1,2,4-triazol-3-yl)-1H-pyrrolo[3,2-c]pyridin-4(5H)-one ClC=1C=C(C=CC1Cl)C1=CN(C2=C1C(N(C=C2)CC(=O)N2CC(C2)(C)F)=O)C2=NN(C=N2)C